Cis-(4aS,10bS)-8-(1-(difluoromethyl)-1H-pyrazol-4-yl)-2,3,4,4a,6,10b-hexahydro-1H-isochromeno[4,3-b]pyridine hydrochloride Cl.FC(N1N=CC(=C1)C=1C=CC2=C(C1)CO[C@@H]1[C@H]2NCCC1)F